Nonan-5-yl 8-((3-((tert-butoxycarbonyl)amino)propyl)(8-oxo-8-((3-propylhexyl)oxy)octyl)amino)octanoate C(C)(C)(C)OC(=O)NCCCN(CCCCCCCC(=O)OC(CCCC)CCCC)CCCCCCCC(OCCC(CCC)CCC)=O